3-(trifluoromethylthio)aniline L-ISOLEUCYL-L-PROLINATE N[C@@H]([C@@H](C)CC)C(=O)N1[C@@H](CCC1)C(=O)O.FC(SC=1C=C(N)C=CC1)(F)F